N1N=C(N=C1)C1=CC=C(C=N1)C=1N=C2C(=NC1)NC(CN2[C@@H]2CC[C@@H](CC2)OC)=O 6-(6-(1H-1,2,4-triazol-3-yl)pyridin-3-yl)-4-(cis-4-methoxycyclohexyl)-3,4-dihydropyrazino[2,3-b]pyrazin-2(1H)-one